O[C@@H]1[C@@H](O)[C@@H](O)[C@H](O)[C@H](O1)C(=O)O α-d-mannuronic acid